7-fluoro-5-methoxyquinazolin-4(3H)-one FC1=CC(=C2C(NC=NC2=C1)=O)OC